CSC(C(=O)Cl)C 2-(methylthio)propionyl chloride